2,4-dimethyl-2-pentyl-3,6-dihydro-2H-pyran CC1(OCC=C(C1)C)CCCCC